tert-Butyl N-[(1s,4s)-4-{[5-(1,2,3-benzotriazole-1-carbonyl)-2-(methylsulfanyl) pyrimidin-4-yl]amino}cyclohexyl]carbamate N1(N=NC2=C1C=CC=C2)C(=O)C=2C(=NC(=NC2)SC)NC2CCC(CC2)NC(OC(C)(C)C)=O